2-Tert-butyl-N-{5-[2-cyclopropyl-5-(morpholin-4-yl)-[1,2,4]triazolo[1,5-a]pyridin-7-yl]-2-fluoro-4-methylphenyl}-1,3-oxazole-5-carboxamide C(C)(C)(C)C=1OC(=CN1)C(=O)NC1=C(C=C(C(=C1)C1=CC=2N(C(=C1)N1CCOCC1)N=C(N2)C2CC2)C)F